7-Cyclopropyl-4-((cyclopropylmethyl)amino)-2-oxo-1-(o-tolyl)-1,2-dihydroquinazoline-6-carbonitrile C1(CC1)C1=C(C=C2C(=NC(N(C2=C1)C1=C(C=CC=C1)C)=O)NCC1CC1)C#N